NC=1CC(=CC2=C(N1)C=C(C=C2)C2(CC2)C(NC=2C=NC=C(C2)N)=O)C(=O)N(CCC)CCO 2-amino-8-(1-((5-aminopyridin-3-yl)carbamoyl)cyclopropyl)-N-(2-hydroxyethyl)-N-propyl-3H-benzo[b]azepin-4-carboxamide